4-((1'-(5-methoxy-2-methyl-4-nitrophenyl)-[4,4'-bipiperidin]-1-yl)methyl)piperidine-1-carboxylic acid tert-butyl ester C(C)(C)(C)OC(=O)N1CCC(CC1)CN1CCC(CC1)C1CCN(CC1)C1=C(C=C(C(=C1)OC)[N+](=O)[O-])C